(R)-(5-fluoro-2-methoxyphenyl)(1-(phenylsulfonyl)-1H-indol-2-yl)methanamine FC=1C=CC(=C(C1)[C@@H](N)C=1N(C2=CC=CC=C2C1)S(=O)(=O)C1=CC=CC=C1)OC